1-(4-(2-(4-bromophenyl)propan-2-yl)thiazol-2-yl)-3-((2-(4-hydroxypiperidin-1-yl)pyrimidin-5-yl)methyl)urea BrC1=CC=C(C=C1)C(C)(C)C=1N=C(SC1)NC(=O)NCC=1C=NC(=NC1)N1CCC(CC1)O